3-bromo-6-trityl-5,7-dihydropyrrolo[3,4-b]pyridine BrC=1C=C2C(=NC1)CN(C2)C(C2=CC=CC=C2)(C2=CC=CC=C2)C2=CC=CC=C2